CN([Si](C)(C)C)C dimethyl-trimethyl-silylamine